ClC=1C(=C(C=CC1)C1=C(C=CC=C1OCCC)OCCC)P(C1CCCCC1)C1CCCCC1 Chloro(2-dicyclohexylphosphino-2',6'-di-1-propoxy-1,1'-biphenyl)